CCCCCN(CCCCC)C(=O)[C@@H](CCC(=O)O)NC(=O)C1=CC(=C(C=C1)Cl)Cl.[Na+] The molecule is an organic sodium salt obtained by formal condensation of N(2)-(3,4-dichlorobenzoyl)-N,N-dipentyl-D-alpha-glutamine with one equivalent of sodium hydroxide. The racemate is lorglumide sodium, a CCK antagonist. It contains a (R)-lorglumide(1-). It is an enantiomer of a (S)-lorglumide sodium.